C(C)(C)(C)C1=CC=C(C=C1)C(=O)C1=C(C(=C(C=C1)O)C)O (4-(tert-butyl)phenyl)(2,4-dihydroxy-3-methylphenyl)methanone